(2S)-1,3,3-trimethylbicyclo[2.2.1]heptan-2-yl acetate C(C)(=O)O[C@H]1C2(CCC(C1(C)C)C2)C